O1CCN(CC1)[C@H](CC1=CC=CC=C1)C(=O)CC |r| racemic-2-morpholino-1-phenylpropione